1H-pyrrolo[3,2-b]pyridine-1-carboxylic acid N1(C=CC2=NC=CC=C21)C(=O)O